BrC1=NN(C=2N(C([C@@H]([C@H](C21)C2=CC=C(C=C2)F)NC(C2=CC(=CC=C2)C(F)(F)F)=O)=O)CC)C2=CC=CC=C2 |r| rac-N-((4S,5R)-3-bromo-7-ethyl-4-(4-fluorophenyl)-6-oxo-1-phenyl-4,5,6,7-tetrahydro-1H-pyrazolo[3,4-b]pyridin-5-yl)-3-(trifluoromethyl)benzamide